N[C@@H](CCC(=O)N[C@@H](C(C)C)C(=O)NCC(=O)O)C(=O)O GAMMA-GLUTAMYL-VALYL-GLYCINE